FC1=C(C=CC=2C3=C(C(OC12)=O)OC(C3C)(C(F)(F)F)C)F 6,7-difluoro-1,2-dimethyl-2-(trifluoromethyl)-1H-furo[2,3-c]chromen-4-one